tert-butyl-(2-(3-((4-fluorobenzylidene) amino)-N-methyl-4-(p-tolylamino) benzoylamino) ethyl) carbamate C(N)(OCC(N(C)C(C1=CC(=C(C=C1)NC1=CC=C(C=C1)C)N=CC1=CC=C(C=C1)F)=O)C(C)(C)C)=O